1-(cyclopentylmethyl)-3-(2,2'-dimethyl-[1,1'-biphenyl]-4-yl)piperidine C1(CCCC1)CN1CC(CCC1)C1=CC(=C(C=C1)C1=C(C=CC=C1)C)C